CN1C(C=C(C(=C1)C=1C=NN(C1)C)N1C=C(C=C1)C(=O)O)=O 1-(1-methyl-5-(1-methyl-1H-pyrazol-4-yl)-2-oxo-1,2-dihydro-pyridin-4-yl)-1H-pyrrole-3-carboxylic acid